O=S1(N(CCC1)[C@@H]1CC(CN(C1)C(=O)OC1=CC=C(C=C1)C(F)(F)F)(F)F)=O 4-(trifluoromethyl)phenyl (5R)-5-(1,1-dioxo-1λ6,2-thiazolidin-2-yl)-3,3-difluoropiperidine-1-carboxylate